2-Chloro-8-cyclopropylthieno[3',2':4,5]pyrrolo[1,2-d][1,2,4]triazin-5(6H)-one ClC1=CC=2C=C3N(C(=NNC3=O)C3CC3)C2S1